N-(5-((6-((R)-3-(3,5-difluorophenyl)-isoxazolidine-2-yl)pyrimidine-4-yl)amino)-2-(4-(5-ethylhexahydro-pyrrolo[3,4-c]pyrrole-2(1H)-yl)piperidine-1-yl)-4-methoxyphenyl)acrylamide FC=1C=C(C=C(C1)F)[C@@H]1N(OCC1)C1=CC(=NC=N1)NC=1C(=CC(=C(C1)NC(C=C)=O)N1CCC(CC1)N1CC2CN(CC2C1)CC)OC